2-isopropyl-N,N-dimethyl-8-(6-methyl-7-oxo-6,7-dihydro-1H-pyrrolo[2,3-c]pyridin-4-yl)-3-oxo-3,4-dihydro-2H-1,4-benzoxazine-6-sulfonamide C(C)(C)C1OC2=C(NC1=O)C=C(C=C2C=2C1=C(C(N(C2)C)=O)NC=C1)S(=O)(=O)N(C)C